OP(O)OP(O)O.C(C)(C)(C)C1=C(C=CC(=C1)C(C)(C)C)C(O)C(CO)(CO)CO (2,4-di(tert-butyl)phenyl)pentaerythritol diphosphite